3-[2-(4-chlorophenyl)-2-oxo-ethyl]-6-{[2-(1-methylpyrazol-4-yl)-4-pyridyl]oxy}quinazolin-4-one ClC1=CC=C(C=C1)C(CN1C=NC2=CC=C(C=C2C1=O)OC1=CC(=NC=C1)C=1C=NN(C1)C)=O